9,9'-((4-(3-(4,6-diphenyl-1,3,5-triazin-2-yl)phenyl)pyridine-2,6-diyl)bis(4,1-phenylene))bis(9H-carbazole-2,7-dicarbonitrile) C1(=CC=CC=C1)C1=NC(=NC(=N1)C1=CC=CC=C1)C=1C=C(C=CC1)C1=CC(=NC(=C1)C1=CC=C(C=C1)N1C2=CC(=CC=C2C=2C=CC(=CC12)C#N)C#N)C1=CC=C(C=C1)N1C2=CC(=CC=C2C=2C=CC(=CC12)C#N)C#N